(4-(2,6-difluorophenoxy)phenyl)(5-fluoro-4-(((3R,6S)-6-(hydroxymethyl)tetrahydro-2H-pyran-3-yl)amino)-1H-pyrrolo[2,3-b]pyridin-3-yl)methanone FC1=C(OC2=CC=C(C=C2)C(=O)C2=CNC3=NC=C(C(=C32)N[C@H]3CO[C@@H](CC3)CO)F)C(=CC=C1)F